[Cl-].CC(O[N+](OC)(OC)CCCCCCCCCCCCCCCCCC)C dimethyl-octadecyl-trimethoxyammonium chloride